2,2,2-Trifluoro-N-(2-methylamino-ethyl)-acetamid FC(C(=O)NCCNC)(F)F